3-(7-bromo-2,4-dichloro-8-fluoroquinazolin-6-yl)propanenitrile BrC1=C(C=C2C(=NC(=NC2=C1F)Cl)Cl)CCC#N